C(#C)C=1C(=CC=C2C=CC=C(C12)C1=C(C=2N=C(N=C(C2C=N1)N1CC(C(CCC1)(C)C)N(C(C=C)=O)C)OCC12CCCN2CCC1)F)F N-(1-(7-(8-ethynyl-7-fluoronaphthalen-1-yl)-8-fluoro-2-((tetrahydro-1H-pyrrolizin-7a(5H)-yl)methoxy)pyrido[4,3-d]pyrimidin-4-yl)-4,4-dimethylazepan-3-yl)-N-methylacrylamide